BrC1=CC2=CN(N=C2C=C1OC)C1CCC(CC1)CO ((1r,4r)-4-(5-Bromo-6-methoxy-2H-indazol-2-yl)cyclohexyl)methanol